CN(CCN(C1=C(C=C(C(=C1)F)N)[N+](=O)[O-])CC)C N1-(2-(dimethylamino)ethyl)-N1-ethyl-5-fluoro-2-nitrobenzene-1,4-diamine